fluoreneOne C1=CC=C2C(=C1)C=C3C2=CC=CC3=O